2-(methylamino)-5,6-dihydrofuro[2,3-h]quinazoline-8-carboxylic acid ethyl ester C(C)OC(=O)C1=CC2=C(CCC=3C=NC(=NC23)NC)O1